[Br-].C(C(=C)C)(=O)OCCCCCCCCCCCCCCCC[N+]1=CC=CC=C1 1-(16-(methacryloyloxy)hexadecyl)pyridin-1-ium bromide